(3R)-3-amino-5-[(4-chlorophenyl)methyl]-8-fluoro-7-[5-[1-(hydroxymethyl)cyclopropyl]-1,3,4-oxadiazol-2-yl]-1,1-dioxo-2,3-dihydro-1λ6,5-benzothiazepin-4-one N[C@H]1CS(C2=C(N(C1=O)CC1=CC=C(C=C1)Cl)C=C(C(=C2)F)C=2OC(=NN2)C2(CC2)CO)(=O)=O